C(#N)COC=1C(=NC(=NC1OC)NS(=O)(=O)C1=CNC2=NC(=CC=C21)C)OC N-[5-(cyanomethoxy)-4,6-dimethoxy-pyrimidin-2-yl]-6-methyl-1H-pyrrolo[2,3-b]pyridine-3-sulfonamide